N,N-dioctadecyl-hydroxylamine C(CCCCCCCCCCCCCCCCC)N(O)CCCCCCCCCCCCCCCCCC